methyl 1-(4-bromobenzyl)-4-methylpiperidine-4-carboxylate BrC1=CC=C(CN2CCC(CC2)(C(=O)OC)C)C=C1